N-(6-(6-(2-ethoxyphenoxy)pyridin-2-yl)pyrazin-2-yl)-3-phenylpropanamide C(C)OC1=C(OC2=CC=CC(=N2)C2=CN=CC(=N2)NC(CCC2=CC=CC=C2)=O)C=CC=C1